5-methoxy-1H-indole-2-carboxamide COC=1C=C2C=C(NC2=CC1)C(=O)N